OC1=C(C=CC=C1)C1=CC2=C(N=N1)NC(=C2C[C@H]2OCCC2)C2C[C@H]1COC[C@@H](C2)N1C(C=C)=O 1-((1R,5S,7s)-7-(3-(2-hydroxyphenyl)-5-(((S)-tetrahydrofuran-2-yl)methyl)-7H-pyrrolo[2,3-c]pyridazin-6-yl)-3-oxa-9-azabicyclo[3.3.1]nonan-9-yl)prop-2-en-1-one